5-[3-(1H-pyrazol-4-yl)imidazo[1,2-a]pyrimidin-2-yl]-3-(trifluoromethyl)-1H-1,2,4-triazole, trifluoroacetic acid salt FC(C(=O)O)(F)F.N1N=CC(=C1)C1=C(N=C2N1C=CC=N2)C2=NC(=NN2)C(F)(F)F